C(C)(C)(C)OC(=O)NC(CCCC1CN(CCN1)C(=O)[O-])SC1=CC=CC=C1 3-((tert-butoxycarbonyl)amino-4-(phenylthio)butyl)piperazine-1-carboxylate